(E)-4-(4'-fluorophenyl)-3-(3-(2-phenoxyphenyl)acryloyl)oxazolin-2-one FC1=CC=C(C=C1)C=1N(C(OC1)=O)C(\C=C\C1=C(C=CC=C1)OC1=CC=CC=C1)=O